C(C)(=O)N1CC(CCC1)NC=1C=C2CCN(C(C2=CC1)=O)C[C@@H](CN1CC2=CC=CC=C2CC1)O 6-[(1-acetyl-3-piperidinyl)amino]-2-[(2R)-3-(3,4-dihydro-1H-isoquinolin-2-yl)-2-hydroxy-propyl]-3,4-dihydroisoquinolin-1-one